FC(C(C(F)F)(F)F)F.[Li] lithium 1,1,2,2,3,3-hexafluoropropane